(6R,8aS)-2-[4-chloro-2-(trifluoromethyl)phenyl]-6-methyl-1,5,6,7,8,8a-hexahydroimidazo[1,5-a]pyrazin-3-one ClC1=CC(=C(C=C1)N1C(N2[C@@H](CN[C@@H](C2)C)C1)=O)C(F)(F)F